BrC=1C=C(C(=NC1)OCCN(C(OC(C)(C)C)=O)C(C)C)I tert-butyl (2-((5-bromo-3-iodopyridin-2-yl)oxy)ethyl)(isopropyl)carbamate